S1C(=NC=C1)NCCC(=O)C1=CC=CC=C1 3-(2-thiazolylamino)-1-phenyl-propan-1-one